CCCCCCCCCCCCCCCCCCC Nondecane